2,5,8-trioxa-11-aza-pentadecane-15-amide COCCOCCOCCNCCCC(=O)N